5-[cyclopropylmethyl(methyl)amino]-N-[3-(difluoromethyl)-1-[4-(hydroxymethyl)cyclohexyl]pyrazol-4-yl]pyrazolo[1,5-a]pyrimidine-3-carboxamide C1(CC1)CN(C1=NC=2N(C=C1)N=CC2C(=O)NC=2C(=NN(C2)C2CCC(CC2)CO)C(F)F)C